4-bromo-7-(4-cyclopropyl-1H-imidazol-1-yl)-isoquinolin-1(2H)-one BrC1=CNC(C2=CC(=CC=C12)N1C=NC(=C1)C1CC1)=O